1,2-dichloro-2,3,3-trifluoropropane ClCC(C(F)F)(F)Cl